bromo-N-(3-buten-1-yl)pyridinecarboxamide BrC=1C(=NC=CC1)C(=O)NCCC=C